OC1(CC(C1)C(C(=O)N)N1N=C(N2C(C1=O)=CC1=C2N=CS1)C(C)C)C ((1s,3s)-3-hydroxy-3-methylcyclobutyl)-2-(5-isopropyl-8-oxothiazolo[5',4':4,5]pyrrolo[1,2-d][1,2,4]triazin-7(8H)-yl)acetamide